(S)-2-(5-(2-(dimethylamino) ethyl)-3-methyl-2,4-dioxo-3,4-dihydropyrimidin-1(2H)-yl)-4-methylpentanoate CN(CCC=1C(N(C(N(C1)[C@H](C(=O)[O-])CC(C)C)=O)C)=O)C